benzocyclopentane C1CCC2=C1C=CC=C2